ClC1=C(C(=O)NC2=C3C=NN(C3=CC=C2)C=2N=NC(=CC2)C)C=C(C=C1)CNC(COC)=O 2-Chloro-5-{[(methoxyacetyl)amino]methyl}-N-[1-(6-methylpyridazin-3-yl)-1H-indazol-4-yl]benzamide